benzyl (2-((S)-8-(((4-carbamimidoylthiophen-2-yl)methyl)carbamoyl)-1,4-dioxa-7-azaspiro[4.4]nonan-7-yl)-2-oxoethyl)((2S,3S,4S,5S)-2,3,4,5-tetrakis(benzyloxy)hexyl)carbamate C(N)(=N)C=1C=C(SC1)CNC(=O)[C@H]1N(CC2(OCCO2)C1)C(CN(C(OCC1=CC=CC=C1)=O)C[C@@H]([C@@H]([C@H]([C@H](C)OCC1=CC=CC=C1)OCC1=CC=CC=C1)OCC1=CC=CC=C1)OCC1=CC=CC=C1)=O